beta-D-glucose pentaacetate C(C)(=O)O[C@H]1[C@H](OC(C)=O)[C@@H](OC(C)=O)[C@H](OC(C)=O)[C@H](O1)COC(C)=O